C(C)(C)C1=C(C=C(C=C1)C)N1/C(/SCC1=O)=N/C(=O)NNC(C)C1=CC=C(C=C1)C1=NN(C=N1)C1=CC=C(C=C1)OC(F)(F)F (Z)-N-(3-(2-isopropyl-5-methylphenyl)-4-oxothiazolidine-2-ylidene)-2-(1-(4-(1-(4-(trifluoromethoxy)phenyl)-1H-1,2,4-triazol-3-yl)phenyl)ethyl)hydrazine-1-carboxamide